C(C)(C)(C)O[C@H](C(=O)OCC)C1=C(C2=C(N=C(S2)C=2C=C3C(=NN(C3=CC2)C)C2CCN(CC2)[C@@H]2COCC2)C=C1C)C1=CC=C(C=C1)Cl ethyl (S)-2-(tert-butoxy)-2-(7-(4-chlorophenyl)-5-methyl-2-(1-methyl-3-(1-((S)-tetrahydrofuran-3-yl)piperidin-4-yl)-1H-indazol-5-yl)benzo[d]thiazol-6-yl)acetate